C(C)OC(=O)C1=C(N=C(S1)NC(C1=CC(=C(C=C1)OC(=O)C)OC)=O)C N-(5-ethoxycarbonyl-4-methylthiazol-2-yl)-4-acetoxyl-3-methoxybenzamide